4-Cyano-2-fluoro-benzoic acid [3-(3-ethyl-4-oxo-spiro[6,8-dihydro-5H-pyrazolo[4,3-c]azepin-7,4'-tetrahydropyran]-1-yl)-2,2-dimethyl-propyl] ester C(C)C1=NN(C2=C1C(NCC1(CCOCC1)C2)=O)CC(COC(C2=C(C=C(C=C2)C#N)F)=O)(C)C